methacryloxyammonium bromide salt [Br-].C(C(=C)C)(=O)O[NH3+]